5-Ethyl-1-beta-d-ribo-furanosylimidazole-4-carboamide C(C)C1=C(N=CN1[C@H]1[C@H](O)[C@H](O)[C@H](O1)CO)C(=O)N